ClC1=C(C=CC=C1C1C(NC(CC1)=O)=O)C1=CC=C(C=C1)N1C(C=CC(=C1)C(F)(F)F)=O 3-(2-chloro-4'-(2-oxo-5-(trifluoromethyl)pyridin-1(2H)-yl)-[1,1'-biphenyl]-3-yl)piperidine-2,6-dione